(S)-5-(2-chlorophenoxy)-2-(3-(3-chloropyridin-2-yloxy)pyrrolidin-1-yl)benzonitrile ClC1=C(OC=2C=CC(=C(C#N)C2)N2C[C@H](CC2)OC2=NC=CC=C2Cl)C=CC=C1